FC1=C(C=C(C=C1C)NC(=O)C=1N(C(=C2C(NC(CCC21)(C)C)=O)C)C)C N-(4-fluoro-3,5-dimethylphenyl)-2,3,6,6-tetramethyl-4-oxo-2,4,5,6,7,8-hexahydropyrrolo[3,4-c]azepine-1-carboxamide